3,5-dihydroxy-4-isopropylstilben OC=1C=C(C=C(C1C(C)C)O)C=CC1=CC=CC=C1